C(=O)OC1=C(C=CC(=C1)C)C1=C2C(=C(N=N1)N[C@H]1CN(CCC1)C)N=CC=C2 5-methyl-2-(8-{[(3R)-1-methylpiperidin-3-yl]amino}pyrido[2,3-d]pyridazin-5-yl)phenol formate